ClC1=CC=C(C(=O)NC2=C(C(=CC=C2)C(=O)C=2C=C3N=C(C=NC3=CC2)N2CCNCC2)F)C=C1 4-chloro-N-(2-fluoro-3-(3-(piperazin-1-yl)quinoxaline-6-carbonyl)phenyl)benzamide